N-{3-[6-(1-hydroxypropyl)-2,4-dimethylpyridin-3-yl]-1-methyl-2-oxo-1,6-naphthyridin-7-yl}cyclopropanecarboxamide OC(CC)C1=CC(=C(C(=N1)C)C=1C(N(C2=CC(=NC=C2C1)NC(=O)C1CC1)C)=O)C